[Si](C)(C)(C(C)(C)C)OC[C@@H]1[C@H](C[C@@H](O1)N1C(NC(C=C1)=O)=O)OC 1-[(2R,4S,5R)-5-{[(tert-butyldimethylsilyl)oxy]methyl}-4-methoxyoxolan-2-yl]-3H-pyrimidine-2,4-dione